(4R)-N-[8-[3-chloro-5-(trifluoromethyl)phenyl]-4-(dimethylamino)-3-quinolinyl]chroman-4-carboxamide ClC=1C=C(C=C(C1)C(F)(F)F)C=1C=CC=C2C(=C(C=NC12)NC(=O)[C@@H]1CCOC2=CC=CC=C12)N(C)C